(S)-2-((((9H-fluoren-9-yl)methoxy)carbonyl)amino)-5-(allyloxy)-5-oxopentanoic acid C1=CC=CC=2C3=CC=CC=C3C(C12)COC(=O)N[C@H](C(=O)O)CCC(=O)OCC=C